(S)-N-(3-chlorophenyl)-4-((1-((4-chlorophenyl)amino)-1-oxopropan-2-yl)oxy)benzamide ClC=1C=C(C=CC1)NC(C1=CC=C(C=C1)O[C@H](C(=O)NC1=CC=C(C=C1)Cl)C)=O